(5-bromopyrimidin-2-yl)(pyrrolidin-1-yl)methanone BrC=1C=NC(=NC1)C(=O)N1CCCC1